C(#N)C1=C(C=C(OC2C(C(C2(C)C)NC(=O)C2=CC=C(C=C2)N2CCC(CC2)CN2CCN(CC2)C=2C=NC(=NC2)C(=O)O)(C)C)C=C1C)C 5-(4-((1-(4-(((1r,3r)-3-(4-cyano-3,5-dimethylphenoxy)-2,2,4,4-tetramethylcyclobutyl)carbamoyl)phenyl)piperidin-4-yl)methyl)piperazin-1-yl)pyrimidine-2-carboxylic acid